(3,3-Difluoro-2-oxo-indolin-5-yl)benzofuran-3-carboxamide FC1(C(NC2=CC=C(C=C12)C=1OC2=C(C1C(=O)N)C=CC=C2)=O)F